O=C1C2=CC=CC=C2C=2C=CC(C(C12)=O)C(C(=O)O)C 2-(9-oxofluorenone-2-yl)propionic acid